rac-benzyl 5-[1-(diethoxyphosphoryl)-1-fluoroethyl]-1-benzothiophene-2-carboxylate C(C)OP(=O)(OCC)[C@@](C)(F)C=1C=CC2=C(C=C(S2)C(=O)OCC2=CC=CC=C2)C1 |r|